FC(C(=O)O)(F)F.CC=1N=C(NC1C)C1=NC=CC(=C1)C=1C=NC=C(C1)C(=O)N1CC(C1)O (2'-(4,5-Dimethyl-1H-imidazol-2-yl)-3,4'-bipyridin-5-yl)(3-hydroxyazetidin-1-yl)methanone trifluoroacetate salt